2-(trifluoromethyl)-phenylalanine FC(C1=C(C[C@H](N)C(=O)O)C=CC=C1)(F)F